methyl 3-(3-aminopropyl)-2-thiophenecarboxylate NCCCC1=C(SC=C1)C(=O)OC